COC=1SC=C(N1)C1=CC=2C(=NC=C(C2)C(=O)NC=2C(=NC=C(C2)NC(CN2[C@H](CCC2)C)=O)C)N1 (S)-2-(2-methoxythiazol-4-yl)-N-(2-methyl-5-(2-(2-methylpyrrolidin-1-yl)acetamido)pyridin-3-yl)-1H-pyrrolo[2,3-b]pyridine-5-carboxamide